ClC=1C=C(C=CC1F)C1=CN(C2=C1C(N(C=C2)CC(=O)N2CC(CC2)F)=O)C=2OC(=NN2)C 3-(3-chloro-4-fluorophenyl)-5-(2-(3-fluoropyrrolidin-1-yl)-2-oxoethyl)-1-(5-methyl-1,3,4-oxadiazol-2-yl)-1H-pyrrolo[3,2-c]pyridin-4(5H)-one